CC(=O)C1=CC=C(C=C1)CC2=CC=C(C=C2)C(=O)C 4,4'-diacetyldiphenylmethane